cyclohexylidenediphenylamine C1(CCCCC1)=C1C(C=CC=C1)NC1=CC=CC=C1